2,5-dimethyl-4,5-dihydro-2H-pyrazolo[4,3-c]quinolin-4,4-d2 CN1N=C2C(C(N(C=3C=CC=CC23)C)([2H])[2H])=C1